ClC1=NC(=CC=C1OCC(C)=O)CO ((2-chloro-6-(hydroxymethyl)pyridin-3-yl)oxy)propan-2-one